COC1=CC=C(C=C1)C(OC[C@@](CO[Si](C(C)C)(C(C)C)C(C)C)(O[C@H](CO)N1C=2N=C(NC(C2N=C1)=O)NC(C(C)C)=O)CO)(C1=CC=CC=C1)C1=CC=C(C=C1)OC N-[9-[(1R)-1-[(1S)-1-[[bis(4-methoxyphenyl)-phenyl-methoxy]methyl]-1-(hydroxy-methyl)-2-triisopropylsilyloxy-ethoxy]-2-hydroxy-ethyl]-6-oxo-1H-purin-2-yl]-2-methyl-propionamide